CN1C([C@@H]([C@H](C1)C1=CC=C(C=C1)C(F)(F)F)C(=O)OC)=O methyl (3R,4S)-1-methyl-2-oxo-4-[4-(trifluoromethyl)phenyl]-3-pyrrolidinecarboxylate